Tert-butyl 4-[3-({(1R)-1-[2-(difluoromethyl)pyrimidin-5-yl]ethyl}carbamoyl)-5-(5-methyl-1,3-thiazol-2-yl)phenoxy]piperidine-1-carboxylate FC(C1=NC=C(C=N1)[C@@H](C)NC(=O)C=1C=C(OC2CCN(CC2)C(=O)OC(C)(C)C)C=C(C1)C=1SC(=CN1)C)F